5-bromo-3-(propan-2-yl)-1-{[2-(trimethylsilyl)ethoxy]methyl}-1H-1,2,4-triazole BrC1=NC(=NN1COCC[Si](C)(C)C)C(C)C